3-[[4-[(2R)-2-[(6-Chloropyrazin-2-yl)methylamino]-4,4-dimethyl-pentoxy]-6-(2,6-dimethylphenyl)pyrimidin-2-yl]sulfamoyl]benzoic acid ClC1=CN=CC(=N1)CN[C@@H](COC1=NC(=NC(=C1)C1=C(C=CC=C1C)C)NS(=O)(=O)C=1C=C(C(=O)O)C=CC1)CC(C)(C)C